CSC1=NC(=CC(=N1)C1=NN(C2=CC=C(C=C12)O[C@H](COCCCO)C)C1OCCCC1)N1CCCC1 3-((2S)-2-((3-(2-(methylthio)-6-(pyrrolidin-1-yl)pyrimidin-4-yl)-1-(tetrahydro-2H-pyran-2-yl)-1H-indazol-5-yl)oxy)propoxy)propan-1-ol